2-[(R)-amino[1-(pyrrolidine-3-sulfonyl)piperidin-4-yl]methyl]-4,5-dichlorophenol N[C@@H](C1=C(C=C(C(=C1)Cl)Cl)O)C1CCN(CC1)S(=O)(=O)C1CNCC1